C(CCC)OC1=C(C=CC=C1)NC(/C(/CC(C)C)=C/C1=CC=C(C=C1)OC)=O (E)-N-(2-butoxyphenyl)-2-(4-methoxybenzylidene)-4-methylpentanamide